C(C#C)NC(O[C@H]1C[C@H](CC1)C1=CC(=NN1)NC(COC1=C(C(=CC(=C1)OC)O)/C=N/C(C)C)=O)=O (1R,3S)-3-(3-(2-(3-hydroxy-2-((E)-(isopropylimino)methyl)-5-methoxyphenoxy)acetamido)-1H-pyrazol-5-yl)cyclopentyl prop-2-yn-1-ylcarbamate